N-[1-[3-(2-chlorophenyl)-5-methyl-isoxazol-4-carboxamido]-4-piperidinyl]-N,N'-bis(2-pyridinylmethyl)-1,4-benzenedimethanamine ClC1=C(C=CC=C1)C1=NOC(=C1C(=O)NN1CCC(CC1)N(CC1=CC=C(C=C1)CNCC1=NC=CC=C1)CC1=NC=CC=C1)C